2-amino-1,9-dihydro-9-[4-hydroxy-3-(hydroxymethyl)-2-methylenecyclopentyl]-6H-purin-6-one NC=1NC(C=2N=CN(C2N1)C1C(C(C(C1)O)CO)=C)=O